C(C=CC)OC(CN)=O glycine crotyl ester